N1=C(C=CC2=CC=C3C=CC=NC3=C12)C=1C=C2C(=NC1)C1=C(O2)C=CC=C1OC 3-(1,10-phenanthrolin-2-yl)-9-methoxybenzofuro[3,2-b]pyridine